(2S)-2-((S)-3-(2-Chloro-4-(methylsulfonyl)phenyl)pentanamido)-N-(4-(cyclopropylamino)-3,4-dioxo-1-((S)-2-oxopyrrolidin-3-yl)butan-2-yl)-4,4-dimethylpentanamid ClC1=C(C=CC(=C1)S(=O)(=O)C)[C@H](CC(=O)N[C@H](C(=O)NC(C[C@H]1C(NCC1)=O)C(C(=O)NC1CC1)=O)CC(C)(C)C)CC